ClC=1C=C(C=C(C1)C(F)(F)F)C1(CC(=NO1)C1=CC=C(C2=CC=CC=C12)C(=O)NCC(NCC(F)(F)F)=O)C(F)(F)F 4-{5-[3-Chloro-5-(trifluoromethyl)phenyl]-5-(trifluoromethyl)-4,5-dihydro-1,2-oxazol-3-yl}-N-{2-oxo-2-[(2,2,2-trifluoroethyl)amino]ethyl}-1-naphthamid